N-(4-bromo-2-iodo-phenyl)-N-(2-cyclopropyl-2-oxo-ethyl)carboxamide BrC1=CC(=C(C=C1)N(C=O)CC(=O)C1CC1)I